OC1=CC(=C(C#N)C=C1)C(F)(F)F 4-hydroxy-2-(trifluoromethyl)benzonitrile